3-(1H-imidazol-3-ium-4-yl)piperidin-1-ium dichloride [Cl-].[Cl-].N1C=[NH+]C(=C1)C1C[NH2+]CCC1